C(C)C1SC(SS1)CC DIETHYL-1,2,4-TRITHIOLANE